ClC1=C(C=CC=C1)C1=C(C=CC(=C1)N1C(CCC1)=O)S(=O)(=O)N1CCC(CC1)(C(=O)OCC)F ethyl 1-((2'-chloro-5-(2-oxopyrrolidin-1-yl)-[1,1'-biphenyl]-2-yl)sulfonyl)-4-fluoropiperidine-4-carboxylate